(2E)-6-[(tetrahydropyranyl)oxy]-2-hexenal O1C(CCCC1)OCCC/C=C/C=O